4-amino-N-(2-aminoethyl)butanamide NCCCC(=O)NCCN